5-(3-(cyclopropylethynyl)-2-fluoro-6-hydroxyphenyl)-1,2,5-thiadiazolidin-3-one 1,1-dioxide C1(CC1)C#CC=1C(=C(C(=CC1)O)N1CC(NS1(=O)=O)=O)F